BrC=1N=C(C(NC1)=O)C1=CC=NC=C1 5-bromo-3-(pyridin-4-yl)pyrazin-2(1H)-one